ethyl-7-ethyl-6-oxo-7,8-dihydro-5H-1,5-naphthyridine C(C)C1=NC=2CC(C(NC2C=C1)=O)CC